C(COCCOCCO)O TRIETHYLENGLYCOL